COC1=C(C(=CC=C1)OC)N1C(=NC=2C1=NC(=CN2)NS(=O)(=O)C)C=2C=NC=C(C2)C N-(1-(2,6-dimethoxyphenyl)-2-(5-methylpyridin-3-yl)-1H-imidazo[4,5-b]pyrazin-6-yl)methanesulfonamide